COC=1C=C(C=C(C1OC)OC)C1=NNC(=C1)C(=O)O 3-(3,4,5-trimethoxyphenyl)-1H-pyrazole-5-carboxylic acid